N(=[N+]=[N-])C1CC2(C1)CC(C2)[C@@H]2N(C[C@H](CC2)C)C(=O)OC(C)(C)C tert-butyl (2R,5S)-2-(2-azidospiro[3.3]heptan-6-yl)-5-methyl-piperidine-1-carboxylate